(4-bromo-1-methyl-1H-pyrazol-5-yl)methyl-(4-nitrobenzene) carbonate C(O)(O)=O.BrC=1C=NN(C1CC1=CC=C(C=C1)[N+](=O)[O-])C